methyl 1-(4-bromo-2-chloro-6-methylbenzyl)piperidine-4-carboxylate BrC1=CC(=C(CN2CCC(CC2)C(=O)OC)C(=C1)C)Cl